9-(4'-(9-(4-bromophenyl)-9H-fluoren-9-yl)biphenyl-4-yl)-9H-carbazole BrC1=CC=C(C=C1)C1(C2=CC=CC=C2C=2C=CC=CC12)C1=CC=C(C=C1)C1=CC=C(C=C1)N1C2=CC=CC=C2C=2C=CC=CC12